(2-((4-((R)-2-(4-chloro-2-fluorophenyl)-2H-chromen-8-yl)piperidin-1-yl)methyl)-4-methyl-1-(((S)-oxetan-2-yl)methyl)-1H-imidazol-5-yl)methanol ClC1=CC(=C(C=C1)[C@@H]1OC2=C(C=CC=C2C=C1)C1CCN(CC1)CC=1N(C(=C(N1)C)CO)C[C@H]1OCC1)F